NC=1N=NC(=C(N1)N)C(C)(C1=CC=CC=C1)C1=CC=CC=C1 3,5-diamino-6-(1,1-diphenylethyl)-1,2,4-triazine